10,10-difluoro-3-(trifluoromethyl)-7,7a,8,9,10,11-hexahydro-6H-dipyrido[3,2-b:1',2'-d][1,4]oxazepin FC1(CCC2N(C3=C(OCC2)C=C(C=N3)C(F)(F)F)C1)F